(R)-4-(2-chloro-7-chloromethyl-thieno[3,2-d]pyrimidin-4-yl)-3-methylmorpholine ClC=1N=C(C2=C(N1)C(=CS2)CCl)N2[C@@H](COCC2)C